4-[6-(3,9-diazaspiro[5.5]undecan-3-yl)pyridin-3-yl]-6-methyl-1H-pyrrolo[2,3-c]pyridin-7(6H)-one C1CN(CCC12CCNCC2)C2=CC=C(C=N2)C=2C1=C(C(N(C2)C)=O)NC=C1